4-(3-(azetidin-3-yl)pyridin-4-yl)morpholine N1CC(C1)C=1C=NC=CC1N1CCOCC1